2-(3-acetyl-5-(2-methylpyrimidin-5-yl)-1H-indazol-1-yl)-1-((2S,4R)-2-(((6-bromopyridin-2-yl)sulfinyl)methyl)-4-fluoropyrrolidin-1-yl)ethan-1-one C(C)(=O)C1=NN(C2=CC=C(C=C12)C=1C=NC(=NC1)C)CC(=O)N1[C@@H](C[C@H](C1)F)CS(=O)C1=NC(=CC=C1)Br